(R)-2-(3-ethyl-2,5-difluoro-6-methoxyphenyl)-2-((R)-3-((5-(4-methoxy-5,6,7,8-tetrahydro-1,8-naphthyridin-2-yl)pentyl)oxy)pyrrolidin-1-yl)acetic acid C(C)C=1C(=C(C(=C(C1)F)OC)[C@H](C(=O)O)N1C[C@@H](CC1)OCCCCCC1=NC=2NCCCC2C(=C1)OC)F